[3-phenyl-1H-inden-1-ylidene](chloro)ruthenium(II) C1(=CC=CC=C1)C1=CC(C2=CC=CC=C12)=[Ru-]Cl